CN1CCN(CC1)C=1C(=NC(=NC1)N)C1=CC=CC=C1 4-methylpiperazin-1-yl-phenyl-2-aminopyrimidine